tert-butyl (3-ethynylbicyclo[1.1.1]pentan-1-yl)carbamate C(#C)C12CC(C1)(C2)NC(OC(C)(C)C)=O